FC1=CC=C(C=2CCC(C12)NC(=O)NC1=CC=NC=C1)C(=O)N 7-fluoro-1-(3-(pyridin-4-yl)ureido)-2,3-dihydro-1H-indene-4-carboxamide